1-((S)-1-Methylpyrrolidin-2-yl)ethanol CN1[C@@H](CCC1)C(C)O